C(C)OCCC=1C=C(C=C(C1)O)O 5-(2-ethoxyethyl)benzene-1,3-diol